piperidine-3-carboxylic acid ((S)-1-pyrimidin-2-yl-ethyl)-amide N1=C(N=CC=C1)[C@H](C)NC(=O)C1CNCCC1